OC1=C2C=CC(OC2=CC(=C1C(=O)NC1=CC=C(C=C1)C)CCCCC)(CCC=C(C)C)C 5-hydroxy-2-methyl-2-(4-methylpent-3-en-1-yl)-7-pentyl-N-(p-tolyl)-2H-chromen-6-carboxamide